FC=1C=NC=C(C1C1=NN(C=C1C1=C2C(=NC(=C1)C)NN=C2)C)C 4-[3-(3-Fluoro-5-methyl-4-pyridyl)-1-methyl-pyrazol-4-yl]-6-methyl-1H-pyrazolo[3,4-b]pyridine